2-chloro-N-(5-isopropyl-1,3,4-oxadiazol-2-yl)-4-(methylsulfonyl)-3-(propylsulfonyl)benzamide ClC1=C(C(=O)NC=2OC(=NN2)C(C)C)C=CC(=C1S(=O)(=O)CCC)S(=O)(=O)C